O[C@H](COC=1C=C(C=CC1)S(=O)(=O)CCC(=O)N)CN[C@H]1COC2(C1)CCN(CC2)S(=O)(=O)C=2C=NC1=CC=CC=C1C2 3-(3-((S)-2-hydroxy-3-((R)-8-(quinolin-3-ylsulfonyl)-1-oxa-8-azaspiro[4.5]decan-3-ylamino)propoxy)benzenesulfonyl)propionamide